N1N=CC2=C1CC(CCCCC2)C2=C(C=CC(=C2)[N+](=O)[O-])S(=O)(=O)O pyrazolocyclononan-9-yl-4-nitrobenzenesulfonic acid